OC(C)(C)C1=CC(=C(N1)C1=NC=CC=C1OC(F)(F)F)C(=O)O 5-(2-hydroxypropan-2-yl)-2-(3-(trifluoromethoxy)pyridin-2-yl)-1H-pyrrole-3-carboxylic acid